3-(6-(((benzyloxy)carbonyl)amino)-1-fluoro-5,6,7,8-tetrahydronaphthalen-2-yl)-3,8-diazabicyclo[3.2.1]octane-8-carboxylic acid tert-butyl ester C(C)(C)(C)OC(=O)N1C2CN(CC1CC2)C2=C(C=1CCC(CC1C=C2)NC(=O)OCC2=CC=CC=C2)F